C(C)(=O)O[C@@H]1[C@H](O[C@@H]([C@H]([C@@H]1OC(C)=O)OC(C)=O)COC(C)=O)OCCN(C([C@H](CCC(=O)N(CCO[C@@H]1[C@@H](OC(C)=O)[C@@H](OC(C)=O)[C@H](OC(C)=O)[C@H](O1)COC(C)=O)CCO[C@@H]1[C@@H](OC(C)=O)[C@@H](OC(C)=O)[C@H](OC(C)=O)[C@H](O1)COC(C)=O)NC(OCC1=CC=CC=C1)=O)=O)CCO[C@@H]1[C@@H](OC(C)=O)[C@@H](OC(C)=O)[C@H](OC(C)=O)[C@H](O1)COC(C)=O benzyl (s)-[1,5-bis(bis{2-[(2,3,4,6-tetra-O-acetyl-α-D-mannopyranosyl)oxy]ethyl}amino)-1,5-dioxopentan-2-yl]carbamate